NC1=C(SC2=NC(=CC=C21)C)C(=O)NC2CC=1C=CC(=NC1CC2)N2C(C1(C2)CNC1)=O 3-amino-6-methyl-N-(2-{1-oxo-2,6-diazaspiro[3.3]heptan-2-yl}-5,6,7,8-tetrahydroquinolin-6-yl)thieno[2,3-b]pyridine-2-carboxamide